2,2'-(Hexadecylazanediyl)diacetic acid C(CCCCCCCCCCCCCCC)N(CC(=O)O)CC(=O)O